4-amino-N-ethyl-7-fluoro-1-methyl-N-((6-(trifluoromethyl)-3-pyridazinyl)methyl)-1H-pyrazolo[4,3-c]quinoline-8-carboxamide NC1=NC=2C=C(C(=CC2C2=C1C=NN2C)C(=O)N(CC=2N=NC(=CC2)C(F)(F)F)CC)F